COC=1C=CC=2C[C@@H]3[C@@H]4C=C[C@@H]([C@H]5[C@@]4(C2C1O5)CCN3C)O (5a,6a)-7,8-didehydro-4,5-epoxy-3-methoxy-17-methylmorphinan-6-ol